bis[N-(vinyloxyethyl)dithiocarbamic acid] copper [Cu].C(=C)OCCNC(S)=S.C(=C)OCCNC(S)=S